OC1C(COCC1)C(=O)OC methyl 4-hydroxyoxane-3-carboxylate